tert-butyl (3,5-difluoro-4-((8-fluoro-3-(phenylsulfonyl)-7-(o-tolyl)pyrrolo[3,2-e]indazol-6(3H)-yl)methyl)phenethyl)(3-fluoropropyl)carbamate FC=1C=C(CCN(C(OC(C)(C)C)=O)CCCF)C=C(C1CN1C(=C(C=2C=3C=NN(C3C=CC21)S(=O)(=O)C2=CC=CC=C2)F)C2=C(C=CC=C2)C)F